tert-butyl (5-ethyl-2-oxa-5-azaspiro[3.5]nonan-7-yl)carbamate C(C)N1C2(COC2)CCC(C1)NC(OC(C)(C)C)=O